NC1CN(C1)C(=O)C1CCN(CC1)C(=O)C1=C(C=C(C=C1)NC(=O)C=1N(C(=CN1)C1=C(C(=C(C=C1)OCC#N)F)F)C)C N-[4-[4-(3-aminoazetidine-1-carbonyl)piperidine-1-carbonyl]-3-methyl-phenyl]-5-[4-(cyanomethoxy)-2,3-difluoro-phenyl]-1-methyl-imidazole-2-carboxamide